FC(N1C(=NC2=C1C=CC=C2)N)F 1-(difluoromethyl)-1H-benzo[d]imidazol-2-amine